ClC(C(=O)NC1=C(C(=NC(=C1)C)Cl)C=1N(N=C(C1)F)C1OCCCC1)C 2-chloro-N-[2-chloro-3-(5-fluoro-2-tetrahydropyran-2-yl-pyrazol-3-yl)-6-methyl-4-pyridyl]propanamide